C\C=C/CC Z-2-penten